3-[6-[(4-methyl-3-oxo-pyrazin-2-yl)amino]-1-oxo-isoindolin-2-yl]piperidine-2,6-dione CN1C(C(=NC=C1)NC1=CC=C2CN(C(C2=C1)=O)C1C(NC(CC1)=O)=O)=O